tert-Butyl ((3-methyl-2-(o-tolyl)-1H-indol-5-yl)methyl)carbamate CC1=C(NC2=CC=C(C=C12)CNC(OC(C)(C)C)=O)C1=C(C=CC=C1)C